OC1=C(C=CC2=C1C=CO2)C=O 4-HYDROXY-5-BENZOFURANCARBOXALDEHYDE